3-[5-(difluoromethyl)-1,3,4-thiadiazol-2-yl]-6-fluoro-N-[1-(fluoromethyl)cyclopropyl]-1-methyl-2-oxo-benzimidazol-5-sulfonamide FC(C1=NN=C(S1)N1C(N(C2=C1C=C(C(=C2)F)S(=O)(=O)NC2(CC2)CF)C)=O)F